NC=1C2=C(N=CN1)N(C(=C2C2=CC(=C(C=C2)N=S2(CCCCC2)=O)F)C2=CC(=C(C=C2)NC(C(=C)C)=O)F)C N-(4-(4-amino-5-(3-fluoro-4-((1-oxotetrahydro-2H-1λ6-thiopyran-1-ylidene)amino)phenyl)-7-methyl-7H-pyrrolo[2,3-d]pyrimidin-6-yl)-2-fluorophenyl)methacrylamide